(E)-2-(4-chloro-2-fluorophenoxy)-N-(2-(3-(hydroxyamino)-3-oxoprop-1-en-1-yl)phenyl)benzamide ClC1=CC(=C(OC2=C(C(=O)NC3=C(C=CC=C3)\C=C\C(=O)NO)C=CC=C2)C=C1)F